5-(3-ethylphenyl)-2-[4-[[1-[2-[4-[2-fluoro-5-[(4-oxo-3H-phthalazin-1-yl)methyl]benzoyl]piperazin-1-yl]-2-oxo-ethyl]-4-piperidyl]oxy]piperidine-1-carbonyl]pyridine-3-carbonitrile C(C)C=1C=C(C=CC1)C=1C=C(C(=NC1)C(=O)N1CCC(CC1)OC1CCN(CC1)CC(=O)N1CCN(CC1)C(C1=C(C=CC(=C1)CC1=NNC(C2=CC=CC=C12)=O)F)=O)C#N